6-chloro-5-methoxy-N-(5-methyl-1-(tetrahydro-2H-pyran-2-yl)-1H-pyrazol-3-yl)-2-(methylsulfanyl)pyrimidin-4-amine ClC1=C(C(=NC(=N1)SC)NC1=NN(C(=C1)C)C1OCCCC1)OC